C(C)OC(=O)N1N=CC=C1 (ethoxycarbonyl)-1H-pyrazol